1,3,5-tris(2-(3-sulfonylbutanoyloxy)ethyl)-1,3,5-triazine-2,4,6-trione S(=O)(=O)=C(CC(=O)OCCN1C(N(C(N(C1=O)CCOC(CC(C)=S(=O)=O)=O)=O)CCOC(CC(C)=S(=O)=O)=O)=O)C